ethyl p-chlorobenzoate ClC1=CC=C(C(=O)OCC)C=C1